C(C([2H])([2H])[2H])(N(C(=O)N[C@@H]1CN([C@@H]2CC=3C4=C(C2=C1)C(=CC=C4NC3)F)C([2H])([2H])[2H])OC)([2H])[2H] 1-(ethyl-d5)-3-((6aR,9S)-1-fluoro-7-(methyl-d3)-4,6,6a,7,8,9-hexahydroindolo[4,3-fg]quinolin-9-yl)-1-methoxyurea